tris-(4-aminophenyl)amine NC1=CC=C(C=C1)N(C1=CC=C(C=C1)N)C1=CC=C(C=C1)N